2-fluoro-1-(4-(5-methyl-3-((6-(trifluoromethyl)pyridin-3-yl)oxy)pyrazin-2-yl)piperidin-1-yl)prop-2-en-1-one FC(C(=O)N1CCC(CC1)C1=NC=C(N=C1OC=1C=NC(=CC1)C(F)(F)F)C)=C